2-{[(1S)-1-(4-chlorophenyl)ethyl]amino}-8-(2-methylpropyl)pyrido[2,3-d]pyrimidin-7(8H)-one ClC1=CC=C(C=C1)[C@H](C)NC=1N=CC2=C(N1)N(C(C=C2)=O)CC(C)C